3-(9,9-dimethylacridin-10(9H)-yl)-11H-indeno[1,2-b]Quinolin-11-one CC1(C2=CC=CC=C2N(C=2C=CC=CC12)C1=CC=C2C(C=3C(=NC=4C=CC=CC4C3)C2=C1)=O)C